ClC1=C(C=CC=C1Cl)N1CCN(CC1)CCCN1C=NC2=C(NC=3C=CC(=CC23)C)C1=O 3-(3-(4-(2,3-dichlorophenyl)piperazin-1-yl)propyl)-8-methyl-3,5-dihydro-4H-pyrimido[5,4-b]indol-4-one